((S)-1-(4-(7-Cyclopropyl-5-[(1R)-1-methyl-1,2,3,4-tetrahydroisoquinoline-2-carbonyl]pyrazolo[1,5-a]pyrimidin-2-yl)-3-fluorophenyl)-3-methylpyrrolidin-3-yl)acetic acid C1(CC1)C1=CC(=NC=2N1N=C(C2)C2=C(C=C(C=C2)N2C[C@](CC2)(C)CC(=O)O)F)C(=O)N2[C@@H](C1=CC=CC=C1CC2)C